1-[6-(2-hydroxyphenyl)pyridazin-4-yl]-4-(2-methylphenyl)piperidine-4-carboxylic acid OC1=C(C=CC=C1)C1=CC(=CN=N1)N1CCC(CC1)(C(=O)O)C1=C(C=CC=C1)C